FC1=C(C=C(C(=C1F)C=O)F)Br 2,3,5-trisFluoro-4-formyl-bromobenzene